methyl (t-butyl) ether C(C)(C)(C)OC